C1=CC=CC=2C3=CC=CC=C3N(C12)CCC(=C)C1=CC=CC=C1 1-(N-carbazolyl)-3-phenylbut-3-ene